O=C(CC(=O)[O-])CC β-ketopentanoate